BrC=1C=CC(=C(C1)C(O)[2H])C1=C(C=NC=C1)F (5-bromo-2-(3-fluoropyridin-4-yl)phenyl)methane-d-ol